tert-butyl (S)-5-bromo-2-(hydroxymethyl)-3,4-dihydropyridine-1(2H)-carboxylate BrC=1CC[C@H](N(C1)C(=O)OC(C)(C)C)CO